O=C1NC(CCC1NC=1C=C(C=CC1)NC(CN1[C@H](CN(CC1)C(=O)OC(C)(C)C)C(F)(F)F)=O)=O tert-Butyl (3R)-4-(2-((3-((2,6-dioxopiperidin-3-yl)amino)phenyl)amino)-2-oxoethyl)-3-(trifluoromethyl)piperazine-1-carboxylate